(2R,4S)-N-((S)-1-((4-carbamimidoylbenzyl)amino)-1-oxopropan-2-yl)-4-(pyridin-4-yl)pyrrolidine-2-carboxamide difluoroacetate FC(C(=O)O)F.C(N)(=N)C1=CC=C(CNC([C@H](C)NC(=O)[C@@H]2NC[C@@H](C2)C2=CC=NC=C2)=O)C=C1